ClC=1C=C(C=C(C1)Cl)C=1C2=C(N=NC1)C(=C(C=N2)C(=O)N[C@H]2CCOC1=CC=CC=C21)N(C)C 4-(3,5-dichlorophenyl)-N-[(4S)-3,4-dihydro-2H-chromen-4-yl]-8-(dimethylamino)pyrido[3,2-c]pyridazine-7-carboxamide